(S)-2-(6-chloropyridin-2-yl)butan-2-ol ClC1=CC=CC(=N1)[C@](C)(CC)O